1,7-dibenzyl-5-oxo-8-(3-(trifluoromethyl)phenyl)-1,2,3,5-tetrahydroimidazo[1,2-a]pyridine-3-carboxylic acid C(C1=CC=CC=C1)N1CC(N2C1=C(C(=CC2=O)CC2=CC=CC=C2)C2=CC(=CC=C2)C(F)(F)F)C(=O)O